3,5-difluoro-4-hydroxy-N-({(1r,4r)-4-[6-(1,3-thiazol-4-yl)-2H-indazol-2-yl]cyclohexyl}methyl)benzamide FC=1C=C(C(=O)NCC2CCC(CC2)N2N=C3C=C(C=CC3=C2)C=2N=CSC2)C=C(C1O)F